O=C1C(C(CC1)CC(=O)N)CCCCC (3-oxo-2-pentylcyclopentyl)acetamide